OC1=CC=C(CN2C(NCC2)=O)C=C1 p-hydroxybenzylimidazolidinone